(1R,5S)-3,8-diazabicyclo[3.2.1]octan [C@H]12CNC[C@H](CC1)N2